BrC1=NN=C(S1)CN1C(N(C(C(=C1)C)=O)CC)=O 1-((5-Bromo-1,3,4-thiadiazol-2-yl)methyl)-3-ethyl-5-methylpyrimidine-2,4(1H,3H)-dione